FC=1C=C(CN2C(=NC3=NC=C(C=C32)N3C=CC=2N=CN=C(C23)NC)C)C=CC1 5-(1-(3-fluorobenzyl)-2-methyl-1H-imidazo[4,5-b]pyridin-6-yl)-N-methyl-5H-pyrrolo[3,2-d]pyrimidin-4-amine